octa-2-ene-2-carboxylic acid disodium salt [Na+].[Na+].CC(=CCCCCC)C(=O)[O-].CC(=CCCCCC)C(=O)[O-]